ClC=1C=C(C=CC1Cl)CN(C(C(C)NC(OC(C)(C)C)=O)=O)C tert-Butyl N-[1-[(3,4-dichlorophenyl)methyl-methylamino]-1-oxopropan-2-yl]carbamate